(S)-quinuclidin-3-yl (5-(3-fluoro-4-morpholinophenyl)-2,2-dimethyl-2,3-dihydro-1H-inden-1-yl)carbamat FC=1C=C(C=CC1N1CCOCC1)C=1C=C2CC(C(C2=CC1)NC(O[C@@H]1CN2CCC1CC2)=O)(C)C